C(C)(CCC)O secpentanol